methyl 4-((2R,3S,4S,5R)-3-(3,4-difluoro-2-((R)-2-hydroxypropoxy)phenyl)-4,5-dimethyl-5-(trifluoromethyl)tetrahydrofuran-2-carboxamido)picolinate FC=1C(=C(C=CC1F)[C@H]1[C@@H](O[C@]([C@H]1C)(C(F)(F)F)C)C(=O)NC1=CC(=NC=C1)C(=O)OC)OC[C@@H](C)O